N-[(Z)-[phenyl(pyridin-2-yl)methylidene]amino]piperidine-1-carbothioamide C1(=CC=CC=C1)/C(/C1=NC=CC=C1)=N/NC(=S)N1CCCCC1